3-(6-(2,5-dichloropyrimidin-4-yl)-8-fluoro-4-isopropylquinolin-3-yl)tetrahydrofuran-3-ol ClC1=NC=C(C(=N1)C=1C=C2C(=C(C=NC2=C(C1)F)C1(COCC1)O)C(C)C)Cl